O1CCC12CN(C2)C=2OC1=C(N2)C=C(C=C1)NC(=O)C=1C=CC2=C(CCO2)C1 2,3-dihydro-benzofuran-5-carboxylic acid [2-(1-oxa-6-aza-spiro[3.3]hept-6-yl)-benzooxazol-5-yl]-amide